C(C)OC([C@H](C)OC1=C(C=C(C=C1)Br)C1=NOC(C1OCCCC)C)=O (2S)-2-[4-bromo-2-(5-methyl-4-butoxy-4,5-dihydroisoxazol-3-yl)phenoxy]propionic acid ethyl ester